FC(SC1=CC=C(C=C1)NS(=O)(=O)C=1C=C(C=CC1)NC(=O)C1=CSC=C1)F N-(3-(N-(4-((difluoromethyl)thio)phenyl)sulfamoyl)phenyl)thiophene-3-carboxamide